(S)-1-(4-((5-(4'-amino-4'H,6'H-spiro[piperidine-4,5'-pyrrolo[1,2-b]pyrazol]-1-yl)pyrazin-2-yl)thio)-3-chloropyridin-2-yl)-1H-pyrazole-4-carboxamide (trifluoroacetate) FC(C(=O)O)(F)F.N[C@H]1C2(CN3N=CC=C31)CCN(CC2)C=2N=CC(=NC2)SC2=C(C(=NC=C2)N2N=CC(=C2)C(=O)N)Cl